4-(2-chloro-4-fluorophenyl)-N-(2-fluoro-phenyl)-1,3-dimethyl-1H-pyrazol-5-amine ClC1=C(C=CC(=C1)F)C=1C(=NN(C1NC1=C(C=CC=C1)F)C)C